C(C(=O)C)(=O)O.C(C(=O)C)(=O)O.OCC(O)CO.OCC(O)CO Di-Glycerol Di-Pyruvate